4,5-dibromo-1,2-phenylenediamine BrC1=CC(=C(C=C1Br)N)N